ClC1=C(N=C2N1C(=C(C=C2)OC2=NC=C(C=C2OCC(F)(F)F)Cl)C)C(=O)NC2(CCS(CC2)(=O)=O)C 3-chloro-6-[[5-chloro-3-(2,2,2-trifluoroethoxy)-2-pyridyl]oxy]-5-methyl-N-(4-methyl-1,1-dioxo-thian-4-yl)imidazo[1,2-a]pyridine-2-carboxamide